C(C)(C)(C)OC(=O)N(C1CN(CC1)C=1N=CC(=NC1)C(=O)[O-])CC.[Li+] lithium 5-(3-((tert-butoxycarbonyl)(ethyl)amino)pyrrolidin-1-yl)pyrazine-2-carboxylate